C(C)(C)(C)OC(=O)N1CC(C1)N1N=C2C=CC(=CC2=C1CO)Br 3-(5-bromo-3-(hydroxymethyl)-2H-indazol-2-yl)azetidine-1-carboxylic acid tert-butyl ester